3-(4-(4-fluorophenoxy)phenyl)imidazo[1,5-c]pyrimidin-5-amine FC1=CC=C(OC2=CC=C(C=C2)C2=NC=C3N2C(=NC=C3)N)C=C1